(2R,5S)-2-(3-(((3R,5R,7R)-adamantan-1-yl)methoxy)phenyl)-5-(aminomethyl)-1,4-thiazepan-3-one C12(CC3CC(CC(C1)C3)C2)COC=2C=C(C=CC2)[C@H]2SCC[C@H](NC2=O)CN